COCCOCCl (2-methoxy-ethoxy)methylchloride